N,N'-(methylenebis(6-isocyanato-3,1-phenylene))bis(10-octylanthracene-9-amine) C(C=1C=C(C(=CC1)N=C=O)NC=1C2=CC=CC=C2C(=C2C=CC=CC12)CCCCCCCC)C=1C=C(C(=CC1)N=C=O)NC=1C2=CC=CC=C2C(=C2C=CC=CC12)CCCCCCCC